N1N=NC2=C1C=CC=C2COC=2C(=CC(=C(C2)N2C(NC=1C(C2=O)=C(SC1)C(=O)O)=O)F)OC 3-(5-((1H-benzo[d][1,2,3]triazol-4-yl)methoxy)-2-fluoro-4-methoxyphenyl)-2,4-dioxo-1H-thieno[3,4-d]pyrimidine-5-carboxylic acid